O=C(\C(=C/O[Cu]O\C(\C)=C(/C(C)=O)\C1=C(C(=NC(=C1F)C(F)(F)F)F)F)\C1=C(C(=NC(=C1F)C(F)(F)F)F)F)C (((Z)-3-oxo-2-(2,3,5-trifluoro-6-(trifluoromethyl)pyridin-4-yl)but-1-en-1-yl)oxy)(((Z)-4-oxo-3-(2,3,5-trifluoro-6-(trifluoromethyl)pyridin-4-yl)pent-2-en-2-yl)oxy)copper